5-acetyl-2-amino-4-(benzo[b]thiophen-3-yl)-6-methyl-1,4-dihydropyridine-3-carboxylic acid methyl ester COC(=O)C1=C(NC(=C(C1C=1C2=C(SC1)C=CC=C2)C(C)=O)C)N